ClC1=CC(=C(C=C1)N1N=NC(=C1CN1N=CC(=CC1=O)C1=CC(=NC=C1)C(F)(F)F)C)F 2-[[3-(4-chloro-2-fluoro-phenyl)-5-methyl-triazol-4-yl]methyl]-5-[2-(trifluoromethyl)-4-pyridinyl]pyridazin-3-one